2-cyclopropylamino-ethanesulfonic acid (4-{5-amino-6-[1-(2-chloro-3,6-difluoro-phenyl)-ethoxy]-pyrazin-2-yl}-phenyl)-amide NC=1N=CC(=NC1OC(C)C1=C(C(=CC=C1F)F)Cl)C1=CC=C(C=C1)NS(=O)(=O)CCNC1CC1